C(C)O[Si](OCC)(OCC)CCCCCCCCSSSSCCCCCCCC[Si](OCC)(OCC)OCC bis(triethoxysilyloctyl)tetrasulfide